5-(2-(5-chloro-2-fluorophenyl)pyrrolidin-1-yl)pyrazolo[1,5-a]pyrimidine-3-carboxylic acid ethyl ester C(C)OC(=O)C=1C=NN2C1N=C(C=C2)N2C(CCC2)C2=C(C=CC(=C2)Cl)F